CC1(N(C[C@@H]1CS(=O)(=O)C)C=1C=CC(=C2C=C(N=CC12)NC1=NC(=NC=C1)N1CCC(CC1)(C)O)[C@H]1N(CCC1)C(C=C)=O)C 1-((S)-2-(8-((S)-2,2-dimethyl-3-((methylsulfonyl)methyl)azetidin-1-yl)-3-((2-(4-hydroxy-4-methylpiperidin-1-yl)pyrimidin-4-yl)amino)isoquinolin-5-yl)pyrrolidin-1-yl)prop-2-en-1-one